C(C)(C)(C)C1=C(N=C(S1)NC(=O)C1(CC(C1)NC#N)OC)Cl (1r,3r)-N-(5-tert-butyl-4-chloro-1,3-thiazol-2-yl)-3-(cyanoamino)-1-methoxycyclobutane-1-carboxamide